4,6-bis(biphenyl-4-yl)-2-(4''-cyano-[1,1':4',1'']terphenyl-4-yl)-benzoxazole C1(=CC=C(C=C1)C1=CC(=CC2=C1N=C(O2)C2=CC=C(C=C2)C2=CC=C(C=C2)C2=CC=C(C=C2)C#N)C2=CC=C(C=C2)C2=CC=CC=C2)C2=CC=CC=C2